Cl.C(C1=CC=CC=C1)C=1C=C2C(=NC1)C(CN2C(CN2[C@H](CN[C@@H](C2)C)COC)=O)(C)C 1-{6-Benzyl-3,3-dimethyl-1H,2H,3H-pyrrolo[3,2-b]pyridin-1-yl}-2-[(2R,5R)-2-(methoxymethyl)-5-methylpiperazin-1-yl]ethan-1-one hydrochloride